1-Ethyl-N-((1,2,3,5,6,7-hexahydro-s-indacen-4-yl)carbamoyl)-1,2,3,4-tetrahydroquinoline-3-sulfonamide, potassium salt [K].C(C)N1CC(CC2=CC=CC=C12)S(=O)(=O)NC(NC1=C2CCCC2=CC=2CCCC12)=O